COC(=O)C=1N=NC(=CC1NC=1C=NN(C1)CCOC)C1=C(C=CC=C1F)F 6-(2,6-difluorophenyl)-4-((1-(2-methoxyethyl)-1H-pyrazol-4-yl)amino)pyridazine-3-carboxylic acid methyl ester